NC(C[C@H](C(=O)O)O)=O (2R)-4-AMINO-2-HYDROXY-4-OXOBUTANOIC ACID